C(CCC)C(C[O-])(CCCC)CCCC.[O-]CC.C(CCC)[Sn+2](CCCC)CCCC tributyl-tin ethoxide (tributyl-ethoxide)